3-methyltetrahydro-4H-pyran CC1COCCC1